di-tert-butyl (((6-((2-((2-hydroxyethyl)(methyl)amino)ethyl)amino)-1,3,5-triazine-2,4-diyl)bis(oxy))bis(propane-3,1-diyl))dicarbamate OCCN(CCNC1=NC(=NC(=N1)OCCCNC(OC(C)(C)C)=O)OCCCNC(OC(C)(C)C)=O)C